3-((oxetan-2-ylmethyl)amino)benzoate O1C(CC1)CNC=1C=C(C(=O)[O-])C=CC1